C(C)(C)(C)OC(=O)NCC1(CCN(CC1)C=1C(=NC(=C(N1)C)SC1=C(C(=NC=C1)NC(=O)NS(=O)(=O)C1=CC=CC=C1)Cl)C(=O)OCC)C ethyl 3-(4-(((tert-butoxycarbonyl) amino) methyl)-4-methylpiperidin-1-yl)-6-((3-chloro-2-(3-(phenylsulfonyl) ureido) pyridin-4-yl) thio)-5-methylpyrazine-2-carboxylate